(±)-allyl 2-[4-[3-[(4-chloro-5-methoxy-1-methyl-indole-2-carbonyl)amino]oxetan-3-yl]phenyl]-2-cyclopentyl-acetate ClC1=C2C=C(N(C2=CC=C1OC)C)C(=O)NC1(COC1)C1=CC=C(C=C1)[C@H](C(=O)OCC=C)C1CCCC1 |r|